CC=1C(C(CCC1)(C)C)C(C=O)CC (2,6,6-trimethylcyclohex-2-en-1-yl)butanal